2-[[4-[[(3R,4R)-1-(2-cyanoacetyl)-4-methyl-3-piperidinyl]-methyl-amino]pyrrolo[2,3-d]pyrimidine-7-carbonyl]amino]acetic acid (2,5-dioxopyrrolidin-1-yl) ester O=C1N(C(CC1)=O)OC(CNC(=O)N1C=CC2=C1N=CN=C2N(C)[C@H]2CN(CC[C@H]2C)C(CC#N)=O)=O